ClC=1C(=NC=CC1)N1N=C(C=C1C(=O)OCC)O ethyl 1-(3-chloropyridin-2-yl)-3-hydroxy-1H-pyrazole-5-carboxylate